(R)-2-(furan-2-yl)-5-(3-((4-(pyridin-4-yl)piperidin-1-yl)methyl)piperidin-1-yl)-[1,2,4]triazolo[1,5-a][1,3,5]triazine-7-amine O1C(=CC=C1)C1=NN2C(N=C(N=C2N)N2C[C@H](CCC2)CN2CCC(CC2)C2=CC=NC=C2)=N1